1-[1-methyl-1H-pyrazolo[3,4-d]Pyrimidin-4-yl]-N-[2-(piperidin-1-yl)ethyl]Piperidine-4-carboxamide CN1N=CC=2C1=NC=NC2N2CCC(CC2)C(=O)NCCN2CCCCC2